Hexamethyldisilazane Lithium [Li].C[Si](N[Si](C)(C)C)(C)C